benzyl-2-(((tert-butyldimethylsilyl)oxy)methyl)-5,5-dimethyl-7-(4-morpholinophenyl)-6,7-dihydro-5H-pyrrolo[2,3-d]pyrimidin-4-amine C(C1=CC=CC=C1)C1C(C2=C(N=C(N=C2N)CO[Si](C)(C)C(C)(C)C)N1C1=CC=C(C=C1)N1CCOCC1)(C)C